BrC1=C(C2=C(N(C(N(C2=O)C(C(=O)OC(C)(C)C)(C)C)=O)C[C@H](OC2CCOCC2)C2=C(C=CC=C2)OC)S1)C tert-butyl (R)-2-(6-bromo-1-(2-(2-methoxyphenyl)-2-((tetrahydro-2H-pyran-4-yl) oxy) ethyl)-5-methyl-2,4-dioxo-1,2-dihydrothieno[2,3-d]pyrimidin-3(4H)-yl)-2-methylpropanoate